O1C(=CC2=C1C=CC=C2)C2=CC=C(C=C2)NC2=CC=C(C=C2)C=2C=CC1=C(OC3=C1C=CC=C3)C2 N-(4-benzofuran-2-yl-phenyl)-N-(4-dibenzofuran-3-yl-phenyl)-amine